bismuth antimonic acid [Sb](O)(O)(O)=O.[Bi]